2-(3-bromo-2-methylphenoxy)pyridine BrC=1C(=C(OC2=NC=CC=C2)C=CC1)C